ClC=1C=C2C(=CN=C(C2=CN1)N1[C@@H](CC1)C)C(C)OCC1COC1 6-chloro-1-((R)-2-methylazetidin-1-yl)-4-(1-(oxetan-3-ylmethoxy)ethyl)-2,7-naphthyridine